[Pb](Br)Br.C(CC1=CC=CC=C1)N.[Nd] neodymium phenethylamine lead bromide